C(C)(C)N1N=C(C2=C1C=1N(N=C2)C=C(C1)C1=CC=NC=C1)NCC1CCN(CC1)C(=O)OC methyl 4-(((1-isopropyl-8-(pyridin-4-yl)-1H-pyrazolo[3,4-d]pyrrolo[1,2-b]pyridazin-3-yl) amino)methyl)piperidine-1-carboxylate